COC(C(CN1CCN(CC1)C1=NC2=C(OC3=C1C=CC(=C3)CCC)C=C(C=C2)Cl)(C)C)=O.C(C2=CC=CC=C2)C(C(=O)C2=CC=C(C=C2)N2CCOCC2)(CC)N(C)C 2-benzyl-2-(dimethylamino)-1-(4-morpholin-4-ylphenyl)butan-1-one methyl-3-(4-(7-chloro-3-propyldibenzo[b,f][1,4]oxazepin-11-yl)piperazin-1-yl)-2,2-dimethylpropanoate